C1(CC1)[C@H](C1=CC=2N(N=C1)C=C(N2)[C@@H](NC(=O)C2=NON=C2C)C2CCC(CC2)(F)F)NC(C[C@H](C(F)F)C)=O |o1:34| N-((S)-(7-((R)-Cyclopropyl((R*)-4,4-difluoro-3-methylbutanamido)methyl)imidazo[1,2-b]pyridazin-2-yl)(4,4-difluorocyclohexyl)methyl)-4-methyl-1,2,5-oxadiazole-3-carboxamide